FC(C1=NN=C(O1)C=1C=CC(=NC1)CN1C(C2=C(C=CC=C2C(C1=O)(C)C)C=1OC(=CC1)C)=O)F 2-((5-(5-(difluoromethyl)-1,3,4-oxadiazole-2-yl)pyridine-2-yl)methyl)-4,4-dimethyl-8-(5-methylfuran-2-yl)isoquinoline-1,3(2H,4H)-dione